B(O)(O)CCC1=C(C(=C(OC2CN(C2)C([C@@H](C)NC([C@H](N)CO)=O)=O)C=C1)C(=O)O)O N-[(2R)-1-{3-[4-(2-boronoethyl)-2-carboxy-3-hydroxyphenoxy]azetidin-1-yl}-1-oxopropan-2-yl]-D-serinamide